(R)-1-(4-(2-(4-((S)-2-acetoxy-3-(ethylsulfonyl)propoxy)-3-chlorophenyl)propan-2-yl)-2-chlorophenoxy)-3-chloropropan-2-yl acetate C(C)(=O)O[C@H](COC1=C(C=C(C=C1)C(C)(C)C1=CC(=C(C=C1)OC[C@@H](CS(=O)(=O)CC)OC(C)=O)Cl)Cl)CCl